3-((5-(tert-butyl)-8-hydroxyquinolin-7-yl)(butyramido)-methyl)-N-(6-((2-(2,6-dioxopiperidin-3-yl)-1-oxoisoindolin-4-yl)amino)-hexyl)benzamide C(C)(C)(C)C1=C2C=CC=NC2=C(C(=C1)C(C=1C=C(C(=O)NCCCCCCNC2=C3CN(C(C3=CC=C2)=O)C2C(NC(CC2)=O)=O)C=CC1)NC(CCC)=O)O